NCC(CN1N=CN(C1=O)C1=C(C(=CC=C1)C1=CC=C(C=C1)N1CCNCC1)C)=C(F)F 2-[2-(aminomethyl)-3,3-difluoro-allyl]-4-[2-methyl-3-(4-piperazin-1-ylphenyl)phenyl]-1,2,4-triazol-3-one